4,6-di-t-butyl-p-cresol C(C)(C)(C)C1(CC=C(C(=C1)C(C)(C)C)O)C